5-(trifluoromethyl)nicotinnitrile FC(C=1C=NC=C(C#N)C1)(F)F